[Cl-].C(C)(C)C1=C(C(=CC=C1)C(C)C)N1C=[N+](C=2C1=NC=CN2)C2=C(C=CC=C2C(C)C)C(C)C 1,3-bis(2,6-diisopropylphenyl)-1H-imidazo[4,5-b]pyrazine-3-ium chloride